tert-Butyl (3R)-3-({5-[2,4-dichloro-5-(methoxycarbonyl)phenyl]-1-trityl-1H-indazol-3-yl}carbamoyl)piperidine-1-carboxylate ClC1=C(C=C(C(=C1)Cl)C(=O)OC)C=1C=C2C(=NN(C2=CC1)C(C1=CC=CC=C1)(C1=CC=CC=C1)C1=CC=CC=C1)NC(=O)[C@H]1CN(CCC1)C(=O)OC(C)(C)C